[Si](C)(C)(C(C)(C)C)OCCOC=1C=CC(=NC1)N 5-(2-((tert-butyldimethylsilyl)oxy)ethoxy)pyridin-2-amine